FC=1C=C(C=C(C1)NCCO)NC(=O)NC1=C(C(=CC(=C1)F)F)CO 1-[3-fluoro-5-(2-hydroxyethylamino)phenyl]-3-(3,5-difluoro-2-hydroxymethylphenyl)urea